N[C@@H]1[C@@H](OCC12CCN(CC2)C=2N=CC(=NC2)SC=2C(=C(C=CC2)NC(=O)NS(=O)(=O)C=2C(=NOC2C)C)Cl)C N-((3-((5-((3S,4S)-4-amino-3-methyl-2-oxa-8-aza-spiro[4.5]decan-8-yl)pyrazin-2-yl)thio)-2-chloro-phenyl)carbamoyl)-3,5-dimethylisoxazole-4-sulfonamide